C(C)(C)(C)OC(=O)NCC(C)(C)C=1SC=C(N1)C(=O)OCC Ethyl 2-(1-{[(tert-butoxy) carbonyl] amino}-2-methylpropan-2-yl)-1,3-thiazole-4-carboxylate